N,N-dimethyl-propenyl-urea CN(C(=O)NC=CC)C